[6-(m-cyanophenyl)-4-(1-{[6-(tert-butyl)-2-pyridinyl]methyl}-1H-1,2,3-triazol-4-yl)-2-pyridinyl-amino]acetic acid C(#N)C=1C=C(C=CC1)C1=CC(=CC(=N1)NCC(=O)O)C=1N=NN(C1)CC1=NC(=CC=C1)C(C)(C)C